2-fluoro-1-cyclopentene FC1=CCCC1